C1(=C(C=CC=C1)OP(=O)(OC1=C(C=CC=C1)C)OC1=C(C=CC=C1)C)C.BrC=1C(=NC2=CC=CC=C2C1)CBr bromo-2-(bromomethyl)quinoline tri-(2-tolyl)phosphate